tetrabutylborate C(CCC)[B-](CCCC)(CCCC)CCCC